1-(thiophen-2-ylsulfonyl)-1H-pyrrole S1C(=CC=C1)S(=O)(=O)N1C=CC=C1